1-(1Z-octadecenyl)-2-eicosanoyl-glycero-3-phospho-(1'-sn-glycerol) CCCCCCCCCCCCCCCCCCCC(=O)O[C@H](CO/C=C\CCCCCCCCCCCCCCCC)COP(=O)(O)OC[C@H](CO)O